(11R)-10-(4-tert-butylphenyl)-6-(2,6-dimethylphenyl)-11-(methoxymethyl)-9-oxa-2λ6-thia-3,5,12,19-tetraazatricyclo[12.3.1.14,8]nonadeca-1(17),4(19),5,7,14(18),15-hexaene-2,2,13-trione C(C)(C)(C)C1=CC=C(C=C1)C1OC2=CC(=NC(NS(C3=CC=CC(C(N[C@@H]1COC)=O)=C3)(=O)=O)=N2)C2=C(C=CC=C2C)C